N1C(=NC2=C1C=CC=C2)C=2C(OC1=C(C2)C=CC(=C1)N(CC)CC)=O 3-(1H-Benzimidazol-2-yl)-7-(diethylamino)-2-benzopyrone